N-(2,2-dimethyl-1-oxopropyl)-L-cysteine CC(C(=O)N[C@@H](CS)C(=O)O)(C)C